C(#N)C1=CC=C(C=C1)NC=1N=C(C2=C(N1)CCN(C2)CC=2C=NC=CC2)OC2=C(C=C(C#N)C=C2C)C 4-((2-((4-cyanophenyl)amino)-6-(pyridine-3-ylmethyl)-5,6,7,8-tetrahydropyrido[4,3-d]pyrimidine-4-yl)oxy)-3,5-dimethylbenzonitrile